C(CCC)N(C(\C=C\C1=C2CN(C(C2=CC=C1)=O)C=1C=CC=C2C(=CNC12)C1=NC(=NC=C1C)NC1=NN(C(=C1)C)C)=O)CCCC (E)-N,N-dibutyl-3-(2-(3-(2-((1,5-dimethyl-1H-pyrazol-3-yl)amino)-5-methylpyrimidin-4-yl)-1H-indol-7-yl)-1-oxoisoindolin-4-yl)acrylamide